2'-Oxo-1',2',4,7-tetrahydro-5H-spiro[benzo[d]thiazole-6,3'-pyrrolo[2,3-b]pyridine]-2-carboxylic acid O=C1C2(C=3C(=NC=CC3)N1)CC1=C(N=C(S1)C(=O)O)CC2